racemic-(R)-6-(1-hydroxyethyl)quinoline-4-carboxylic acid methyl ester COC(=O)C1=CC=NC2=CC=C(C=C12)[C@@H](C)O |r|